S1C(=CC=C1)C1=CC=C(O1)B(O)O 5-(THIOPHEN-2-YL)FURAN-2-BORONIC ACID